C(C)(C)(C)C1=C(SC(=C1)Cl)S(=O)(=O)N (tert-butyl)-5-chlorothiophene-2-sulfonamide